N-(1-cyclopropyl-2-oxo-1,2-dihydropyridin-3-yl)-7-isopropoxy-2-(1-methyl-2-oxabicyclo[2.1.1]hexan-4-yl)imidazo[1,2-a]pyridine-6-carboxamide C1(CC1)N1C(C(=CC=C1)NC(=O)C=1C(=CC=2N(C1)C=C(N2)C21COC(C2)(C1)C)OC(C)C)=O